C(C(=C)C)(=O)OC1C(OC2CCCC12)=O 2-oxabicyclo[3.3.0]octan-3-one-4-yl methacrylate